chloro-4'-(4-chlorophenoxy)acetophenone ClCC(=O)C1=CC=C(C=C1)OC1=CC=C(C=C1)Cl